ethyl 2-(5-bromo-2-fluoro-phenyl)-2,2-difluoro-acetate BrC=1C=CC(=C(C1)C(C(=O)OCC)(F)F)F